1-(1-(5-hydroxy-4-methyl-6-((1R,5S)-2-oxo-3-azabicyclo[3.1.0]hexan-3-yl)pyridin-3-yl)ethyl)-1H-1,2,3-triazole-4-carboxylic acid OC=1C(=C(C=NC1N1C([C@@H]2C[C@@H]2C1)=O)C(C)N1N=NC(=C1)C(=O)O)C